phenylmethyl 6-chloro-1-(4-methylphenyl)-1,3,4,9-tetrahydro-2H-β-carboline-2-carboxylate ClC=1C=C2C=3CCN(C(C3NC2=CC1)C1=CC=C(C=C1)C)C(=O)OCC1=CC=CC=C1